3,3'-diformyl-2,2'-dihydroxy-1,1'-binaphthyl C(=O)C=1C(=C(C2=CC=CC=C2C1)C1=C(C(=CC2=CC=CC=C12)C=O)O)O